N,N-dimethyl-N-octadecyl-N-(dimethylbenzyl)ammonium chloride [Cl-].C[N+](C(C1=CC=CC=C1)(C)C)(CCCCCCCCCCCCCCCCCC)C